1,2-cyclohexanediethanol C1(C(CCCC1)CCO)CCO